tert-butyl (3-(4-(2,6-dioxopiperidin-3-yl)-3-fluorobenzofuran-2-yl)prop-2-yn-1-yl)carbamate O=C1NC(CCC1C1=CC=CC2=C1C(=C(O2)C#CCNC(OC(C)(C)C)=O)F)=O